FC(OC1=CC2=C(C(CO2)NC)C=C1)F 6-(difluoromethoxy)-N-methyl-2,3-dihydrobenzofuran-3-amine